(R)-8-(8-((4-chlorophenyl)thio)-[1,2,4]triazolo[4,3-c]pyrimidin-5-yl)-8-azaspiro[4.5]decan-1-amine ClC1=CC=C(C=C1)SC=1C=2N(C(=NC1)N1CCC3(CCC[C@H]3N)CC1)C=NN2